C(C)C(N(S(=O)(=O)C1=CC=C(C)C=C1)CC1=CC=C(C=C1)Br)C(=O)O ethyl-N-(4-bromophenyl-methyl)-N-tosylglycine